COC1=CC=C(CN2N=CC(=C2C)C(CC#N)=O)C=C1 3-(1-(4-methoxybenzyl)-5-methyl-1H-pyrazol-4-yl)-3-oxopropanenitrile